benzyl (2S,4S)-4-(o-tolyl)pyrrolidine-2-carboxylate C1(=C(C=CC=C1)[C@@H]1C[C@H](NC1)C(=O)OCC1=CC=CC=C1)C